N[C@H](C1CCN(CC1)C(=O)C1=CNC(C2=CC=CC=C12)=O)C1=C(C=C(C(=C1)Cl)C)O 4-[4-[(R)-amino(5-chloro-2-hydroxy-4-methylphenyl)methyl]piperidine-1-carbonyl]-2H-isoquinolin-1-one